N-(2,3-dihydro-1,4-benzoxazin-4-yl)-4-morpholino-8-(2,3,6-trifluoro-4-pyridinyl)quinoline-3-carboxamide O1CCN(C2=C1C=CC=C2)NC(=O)C=2C=NC1=C(C=CC=C1C2N2CCOCC2)C2=C(C(=NC(=C2)F)F)F